N1(CCC1)C(=O)N1[C@H]([C@H](CC1)NS(=O)(=O)CC)CC=1C(=C(C=CC1)C1=CC=CC=C1)F N-{(2S,3S)-1-(azetidine-1-carbonyl)-2-[(2-fluoro[1,1'-biphenyl]-3-yl)methyl]pyrrolidin-3-yl}ethanesulfonamide